bis(2,3-epoxypropyl) malonate C(CC(=O)OCC1CO1)(=O)OCC1CO1